1-[4-[3-[4-(1H-benzimidazole-2-carbonyl)phenoxy]pyrazin-2-yl]piperidin-1-yl]ethanone N1C(=NC2=C1C=CC=C2)C(=O)C2=CC=C(OC=1C(=NC=CN1)C1CCN(CC1)C(C)=O)C=C2